C1(=CC=CC=C1)C(CCO[N+](=O)[O-])C1=C(NC2=CC=CC=C12)C1=CC=CC=C1.FC(CC(C=1SC=CC1)C1=C(NC2=CC=CC=C12)C=1C=C(C=CC1)S(=O)(=O)F)(F)F 3-(3-(3,3,3-trifluoro-1-(thiophen-2-yl)propyl)-1H-indol-2-yl)benzenesulfonyl fluoride 3-phenyl-3-(2-phenyl-1H-indol-3-yl)propyl-nitrate